(Z)-eicos-11-en-1-yl acetate C(C)(=O)OCCCCCCCCCC\C=C/CCCCCCCC